N-(6-(6-(2-ethoxyethoxy)pyridin-3-yl)-1-(4-methoxyphenyl)-1H-pyrazolo[3,4-d]pyrimidin-4-yl)-5-nitrothiophene-2-carboxamide C(C)OCCOC1=CC=C(C=N1)C1=NC(=C2C(=N1)N(N=C2)C2=CC=C(C=C2)OC)NC(=O)C=2SC(=CC2)[N+](=O)[O-]